NC1=C(C=2C=NC=C(C2N1C1=C(C(=CC=C1C)OC)C)F)C#N 2-amino-7-fluoro-1-(3-methoxy-2,6-dimethyl-phenyl)pyrrolo[3,2-c]pyridine-3-carbonitrile